COC(=O)[C@@H]1N[C@@H](CC1)C1=C(C=CC=C1)F (2r,5s)-5-(2-fluorophenyl)pyrrolidine-2-carboxylic acid methyl ester